CS(=O)(=O)C1CC(C1)CS(=O)(=O)O.CN1N=C(C=C1C)NC1=NC=C(C(=N1)C1=CNC2=C(C=CC=C12)N1C(C2=CC=CC(=C2C1)NC(=O)C1CCCCCC1)=O)C N-(2-(3-(2-((1,5-dimethyl-1H-pyrazol-3-yl)amino)-5-methylpyrimidin-4-yl)-1H-indol-7-yl)-1-oxoisoindolin-4-yl)cycloheptanecarboxamide (3-methylsulfonyl-cyclobutyl)methanesulfonate